CC1=CC=2C=CC3=CC=CC(=C3C2C=C1)C 2,5-dimethylphenanthrene